FC=1C=C(CC=2NC(=NN2)C(=O)N)C=C(C1)C 5-(3-fluoro-5-methylbenzyl)-4H-1,2,4-triazole-3-carboxamide